6-chloro-3-(2-fluoro-3-((N-methylsulfamoyl)amino)benzyl)-2-oxo-2H-chromen-7-yl dimethylcarbamate CN(C(OC1=C(C=C2C=C(C(OC2=C1)=O)CC1=C(C(=CC=C1)NS(NC)(=O)=O)F)Cl)=O)C